((S)-14-Amino-17-fluoro-9-oxo-8,16,18-triaza-tricyclo[13.2.1.02,7]octadeca-1(17),2,4,6,15(18)-pentaen-5-yl)-carbamic acid methyl ester COC(NC1=CC=C2C3=C(NC([C@H](CCCCC(NC2=C1)=O)N)=N3)F)=O